CC=1C=C(C(=NC1)NC1=NC(=NS1)C1=NC=CC(=C1)OC1COC1)C(F)(F)F N-(5-methyl-3-(trifluoromethyl)pyridin-2-yl)-3-(4-(oxetan-3-yloxy)pyridin-2-yl)-1,2,4-thiadiazol-5-amine